(2R,3S,4aR,7aR)-N-[1-(2-fluoroethyl)indazol-5-yl]-1-(2-fluoro-6-methyl-benzoyl)-2-[4-(tetrahydropyran-4-ylamino)phenyl]-2,3,4,4a,5,6,7,7a-octahydrocyclopenta-[b]pyridine-3-carboxamide FCCN1N=CC2=CC(=CC=C12)NC(=O)[C@H]1C[C@@H]2[C@H](N([C@H]1C1=CC=C(C=C1)NC1CCOCC1)C(C1=C(C=CC=C1C)F)=O)CCC2